methyl 3-(1H-[1,2,3]triazolo[4,5-b]pyridin-5-yl)benzoate N1N=NC2=NC(=CC=C21)C=2C=C(C(=O)OC)C=CC2